2-(methanesulfonylmethyl)oxazole-5-carboxylic acid CS(=O)(=O)CC=1OC(=CN1)C(=O)O